COC1=C(C=CC=C1)C(CCCCC)O 1-(2-methoxyphenyl)hexan-1-ol